5-phenyl-6-(2,4,6-trimethylphenyl)-1H-benzimidazole-carboxylic acid methyl ester COC(=O)C1=NC2=C(N1)C=C(C(=C2)C2=CC=CC=C2)C2=C(C=C(C=C2C)C)C